5-methyl-pyridine-4-carboxylic acid CC=1C(=CC=NC1)C(=O)O